N-[(2-Amino-3-pyridyl)sulfonyl]-6-(5-fluoro-2-methylphenyl)-2-[(4S)-2,2,4-trimethylpyrrolidin-1-yl]pyridin-3-carboxamid NC1=NC=CC=C1S(=O)(=O)NC(=O)C=1C(=NC(=CC1)C1=C(C=CC(=C1)F)C)N1C(C[C@@H](C1)C)(C)C